ethyl 3-(4-chlorophenyl)-2,2-difluoro-3-hydroxypropanoate ClC1=CC=C(C=C1)C(C(C(=O)OCC)(F)F)O